C(#N)/C=C/C1=C(C=CC=C1)B(O)O 2-(E-CYANOVINYL)PHENYLBORONIC ACID